Cl.C[Si](C#CC([2H])([2H])ON)(C)C O-(3-(trimethylsilyl)prop-2-yn-1-yl-1,1-d2)hydroxylamine hydrochloride